((5-cyclopropyl-3-(3,5-dichloropyridin-4-yl)isoxazol-4-yl)methoxy)bicyclo[2.2.2]octane-1-carbaldehyde C1(CC1)C1=C(C(=NO1)C1=C(C=NC=C1Cl)Cl)COC1C2(CCC(C1)CC2)C=O